C(C)(C)(C)OC(=O)N1CCN(CC1)C(=O)N1CCCC1 4-(pyrrolidine-1-carbonyl)piperazine-1-carboxylic acid tert-butyl ester